S-2-(4-(2-(3,4-dichlorobenzamido)propan-2-yl)-1H-1,2,3-triazol-1-yl)ethyl ethanethioate C(C)(SCCN1N=NC(=C1)C(C)(C)NC(C1=CC(=C(C=C1)Cl)Cl)=O)=O